5-bromo-N-[4-chloro-2-methyl-6-(methylcarbamoyl)phenyl]-2-(methoxymethyl)pyrazole-3-carboxamide BrC=1C=C(N(N1)COC)C(=O)NC1=C(C=C(C=C1C(NC)=O)Cl)C